ClC1=CC=C2C(=CC(=NC2=C1Cl)N1[C@@H](CCC1)CO)N1N=NC=C1 (S)-(1-(7,8-dichloro-4-(1H-1,2,3-triazol-1-yl)quinolin-2-yl)pyrrolidin-2-yl)methanol